FC(CCC1=C(C=CC=C1)S(=O)(=O)N)(F)F 2-(3,3,3-trifluoropropyl)benzenesulfonamide